methyl 6-amino-1-(4-methoxyphenyl)-7-oxo-4,5,6,7-tetrahydro-1H-pyrazolo[3,4-c]pyridine-3-carboxylate NN1C(C2=C(CC1)C(=NN2C2=CC=C(C=C2)OC)C(=O)OC)=O